ClC1=C(C=C(C(=N1)OCC(F)(F)F)NC(C)=O)[N+](=O)[O-] N-(6-chloro-2-trifluoroethoxy-5-nitropyridin-3-yl)acetamide